NC1=NC=CC(=C1N)C=1C=NN(C1)C1=CC=C(C=N1)C(C(=O)N)C 2-(6-(4-(2,3-diaminopyridin-4-yl)-1H-pyrazol-1-yl)pyridin-3-yl)propanamide